(E)-1-(3-(4-((4-([1,2,4]triazolo[1,5-a]pyridin-7-yloxy)-3-methylphenyl)amino)pyrrolo[2,1-f][1,2,4]triazin-5-yl)-3-hydroxyazetidin-1-yl)-4-(dimethylamino)but-2-en-1-one N=1C=NN2C1C=C(C=C2)OC2=C(C=C(C=C2)NC2=NC=NN1C2=C(C=C1)C1(CN(C1)C(\C=C\CN(C)C)=O)O)C